[P].[V].[Ag] silver vanadium phosphorus